FC1=C(C=CC=C1)CC(=O)NC1=CC(=C(C=C1)N1N=CC(=C1)C(F)(F)F)S(N)(=O)=O 2-(2-Fluorophenyl)-N-{3-sulfamoyl-4-[4-(trifluoromethyl)-1H-pyrazol-1-yl]phenyl}acetamide